O\N=C/1\CC2=CC=C(C=C2C1)C1=CC(=C(C=C1)O)C(F)(F)F 4-[(2Z)-2-(hydroxyimino)-2,3-dihydro-1H-inden-5-yl]-2-(trifluorometh-yl)phenol